COCCNC(C(=O)OCCNCC(=O)OCCOCCOCCOCCOCC(COCCCCCCCC\C=C/CCCCCCCC)OCCCCCCCC\C=C/CCCCCCCC)C 2-[[2-[2-[2-[2-[2-[2,3-bis[(Z)-octadec-9-enoxy]propoxy]ethoxy]ethoxy]-ethoxy]ethoxy]-2-oxo-ethyl]amino]ethyl 2-(2-methoxyethylamino)propanoate